BrCCCCCCOC(CCC)=O butanoic acid 6-bromohexyl ester